NN=C(N[C@@H](C(=O)O)CCC)N D-2-aminoguanidinovaleric acid